1-(2-((Tert-Butoxycarbonyl)amino)acetyl)piperidine-4-carboxylic acid methyl ester COC(=O)C1CCN(CC1)C(CNC(=O)OC(C)(C)C)=O